[Na+].O=CC(=O)[O-] oxo-acetic acid sodium salt